Di-sodium butyrate C(CCC)(=O)[O-].[Na+].[Na+].C(CCC)(=O)[O-]